5-bromo-3-methoxy-1-((2-(trimethylsilyl)ethoxy)methyl)-1H-pyrazolo[3,4-b]pyridine BrC=1C=C2C(=NC1)N(N=C2OC)COCC[Si](C)(C)C